FC1=CC=C2C=C(N=C(C2=C1)OC)C1=CC(CCC1)=O 3-(7-fluoro-1-methoxyisoquinolin-3-yl)cyclohex-2-en-1-one